1-(4-hydroxyphenyl)-2-((3aR,5s,6aS)-5-(4-methoxyphenoxy)hexahydrocyclopenta[c]pyrrol-2(1H)-yl)ethanone OC1=CC=C(C=C1)C(CN1C[C@@H]2[C@H](C1)CC(C2)OC2=CC=C(C=C2)OC)=O